2-(7,8-dihydroxy-4-methyl-2-oxo-2H-chromen-3-yl)-N-(5-methyl-1,3-thiazol-2-yl)-acetamide OC1=CC=C2C(=C(C(OC2=C1O)=O)CC(=O)NC=1SC(=CN1)C)C